C(C)(C)(C)OC(=O)N1CCC(CC1)(C(=O)O)F (tert-Butoxycarbonyl)-4-fluoropiperidine-4-carboxylic acid